N[C@@H](CC1=CC=CC=C1)C(=O)N[C@@H](CSC(C1=CC=CC=C1)=O)C(=O)O N-(L-phenylalanyl)-S-benzoyl-L-cysteine